2-hydroxy-2,3,4,6,7,8-hexahydro-5H-chromen-5-one OC1OC=2CCCC(C2CC1)=O